3-chloro-5-fluoro-N-[[2,2,3,3,4,5,5,6,6-nonadeuterio-1-[2-oxo-2-[(2,2,2-trideuterio-1,1-dimethyl-ethyl)amino]ethyl]-4-piperidyl]methyl]benzamide ClC=1C=C(C(=O)NCC2(C(C(N(C(C2([2H])[2H])([2H])[2H])CC(NC(C([2H])([2H])[2H])(C)C)=O)([2H])[2H])([2H])[2H])[2H])C=C(C1)F